2-methyl-6-(3-methyl-1-benzofuran-5-yl)-N-(1-{3-[(piperidin-3-yl)methoxy]phenyl}ethyl)pyrimidin CC1N(C(=CC=N1)C=1C=CC2=C(C(=CO2)C)C1)C(C)C1=CC(=CC=C1)OCC1CNCCC1